C(C1=CC=CC=C1)N(C(C(C(C)(C)O)S[C@@H]1O[C@@H]([C@@H]([C@@H]([C@H]1O)N1N=NC(=C1)C1=CC(=C(C(=C1)F)F)F)O)CO)=O)C N-Benzyl-2-(((2S,3R,4S,5R,6R)-3,5-dihydroxy-6-(hydroxymethyl)-4-(4-(3,4,5-trifluorophenyl)-1H-1,2,3-triazol-1-yl)tetrahydro-2H-pyran-2-yl)thio)-3-hydroxy-N,3-dimethylbutanamide